O-phenyl-hydroquinone C1(=CC=CC=C1)OC1=CC=C(O)C=C1